1-[2-(1-acetylpyrrolidin-2-yl)acetyl]-4-fluoro-N-{phenyl-[4-(prop-2-yl)phenyl]methyl}pyrrolidine-2-carboxamide C(C)(=O)N1C(CCC1)CC(=O)N1C(CC(C1)F)C(=O)NC(C1=CC=C(C=C1)C(C)C)C1=CC=CC=C1